3-(3-fluoropyridin-4-yl)propanoic acid FC=1C=NC=CC1CCC(=O)O